C12C3CCC=CCCC3C(C3C4CCC(C31)C4)C2 pentacyclo[8.6.1.112,15.02,9.011,16]-octadec-5-ene